C(C)(C)(C)C1=CC=C(C(=C1)C1=CC(=CC=C1)C1=CC=CC=C1)N 5'-(tert-butyl)-[1,1':3,1''-terphenyl]-2'-amine